3-((5-amino-1-(difluoromethyl)-2-oxo-1,2-dihydropyridin-3-yl)oxy)azetidine-1-carboxylic acid tert-butyl ester C(C)(C)(C)OC(=O)N1CC(C1)OC=1C(N(C=C(C1)N)C(F)F)=O